NC1=NC=2C=CC=C(C2C2=C1N=C(N2CC(C)(O)C)CCO)OC 1-(4-amino-2-(2-hydroxyethyl)-9-methoxy-1H-imidazo[4,5-c]quinolin-1-yl)-2-methylpropan-2-ol